bis(2,6-di-tert-pentyl-4-methylphenyl)pentaerythritol diphosphite OP(O)OP(O)O.C(C)(C)(CC)C1=C(C(=CC(=C1)C)C(C)(C)CC)C(O)(C(CO)(CO)CO)C1=C(C=C(C=C1C(C)(C)CC)C)C(C)(C)CC